C1(=CC(=CC(=C1)C(=O)O)C(=O)O)C1=CC(=CC(=C1)C(=O)O)C(=O)O biphenyl-3,5,3',5'-tetracarboxylic acid